4-[1-(5-fluoropyrimidin-2-yl)piperidine-4-carbonyl]-3,5-dihydro-2H-pyrido[3,4-f][1,4]oxazepine-9-carbonitrile FC=1C=NC(=NC1)N1CCC(CC1)C(=O)N1CCOC2=C(C1)C=NC=C2C#N